5-amino-6-(2-chloro-5-fluorophenyl)-2,2-difluoro-6-hydroxy-6,7-dihydro-8H-[1,3]dioxolo[4,5-e]isoindol-8-one NC=1C=C2C(=C3C(NC(C13)(O)C1=C(C=CC(=C1)F)Cl)=O)OC(O2)(F)F